[Na+].[Na+].C(CCCCCCCCCCC)OC1=C(C=C(C=C1)C(CC(CC(S(=O)(=O)[O-])C1=CC(=C(C=C1)OCCCCCCCCCCCC)OC)=O)S(=O)(=O)[O-])OC 1,5-bis(4-dodecyloxy-3-methoxyphenyl)-3-oxo-1,5-pentanedisulfonic acid disodium salt